4-[2-[4-[5-cyclobutyl-1-(2,2-difluoro-1,3-benzodioxol-5-yl)pyrazol-3-yl]piperazin-1-yl]ethyl]morpholine C1(CCC1)C1=CC(=NN1C1=CC2=C(OC(O2)(F)F)C=C1)N1CCN(CC1)CCN1CCOCC1